C12C(CC(C=C1)C2)COCCOCCOCCOS(=O)(=O)C 2-[2-[2-(2-Bicyclo[2.2.1]hept-5-enylmethoxy)ethoxy]ethoxy]ethylmethansulfonat